CO[C@@]1(CNCC1)COC1=NOC(=C1C1=CC=2N(C=C1)N=C(C2)NC(=O)C2CC2)C (S)-N-(5-(3-((3-methoxypyrrolidin-3-yl)methoxy)-5-methylisoxazol-4-yl)pyrazolo[1,5-a]pyridin-2-yl)cyclopropanecarboxamide